benzyl N-[3-[3-[3-(3-hydroxypropyl)isoxazol-5-yl]-1-tetrahydropyran-2-yl-indazol-5-yl]oxypropyl]carbamate OCCCC1=NOC(=C1)C1=NN(C2=CC=C(C=C12)OCCCNC(OCC1=CC=CC=C1)=O)C1OCCCC1